1-(4,6-Dichloropyridin-3-yl)propan-1-one methyl-(S)-2-(4-(6-((4-cyano-2-fluorobenzyl)oxy)pyridin-2-yl)benzyl)-1-(oxetan-2-ylmethyl)-1H-benzo[d]imidazole-6-carboxylate COC(=O)C=1C=CC2=C(N(C(=N2)CC2=CC=C(C=C2)C2=NC(=CC=C2)OCC2=C(C=C(C=C2)C#N)F)C[C@H]2OCC2)C1.ClC1=C(C=NC(=C1)Cl)C(CC)=O